Non-5-ene-6-carbonitrile CCCCC=C(CCC)C#N